C1(=CC=CC=C1)C=1N=C(SC1)C1(CCN(CC1)C(=O)C1CCNCC1)CNC(C1=CC(=CC=C1)C1=NOC(=N1)C(F)(F)F)=O N-((4-(4-phenylthiazol-2-yl)-1-(piperidin-4-carbonyl)piperidin-4-yl)methyl)-3-(5-(trifluoromethyl)-1,2,4-oxadiazol-3-yl)benzamide